N4-cyclopropyl-5-fluoro-N6-(piperidin-4-ylmethyl)-N4-(4-(trifluoromethyl)benzyl)pyrimidine-4,6-diamine C1(CC1)N(C1=NC=NC(=C1F)NCC1CCNCC1)CC1=CC=C(C=C1)C(F)(F)F